(2S)-2-amino-N-[3-(trifluoromethyl)benzyl]-3-[4-(hydroxy)phenyl]propanamide N[C@H](C(=O)NCC1=CC(=CC=C1)C(F)(F)F)CC1=CC=C(C=C1)O